N-(4-(N-(1-cyclohexylidene-propan-2-yl)sulfamoyl)naphthalen-1-yl)-2-methylbenzamide C1(CCCCC1)=CC(C)NS(=O)(=O)C1=CC=C(C2=CC=CC=C12)NC(C1=C(C=CC=C1)C)=O